t-butyl-α-(p-tolylsulfonyloxy)-acetate C(C)(C)(C)OC(COS(=O)(=O)C1=CC=C(C=C1)C)=O